succinic acid octyl-succinate sodium [Na+].C(CCCCCCC)C(C(=O)[O-])CC(=O)[O-].C(CCC(=O)O)(=O)O.[Na+]